N-(1,1-Dioxido-4,5-dihydrothiophen-3-yl)-N-methylnaphthalene-2-sulfonamide O=S1(C=C(CC1)N(S(=O)(=O)C1=CC2=CC=CC=C2C=C1)C)=O